methyl (E)-3-(3-(N-((4-(4-bromophenyl) bicyclo[2.2.2]octan-1-yl)methyl)cyclohexanecarboxamido)phenyl)acrylate BrC1=CC=C(C=C1)C12CCC(CC1)(CC2)CN(C(=O)C2CCCCC2)C=2C=C(C=CC2)/C=C/C(=O)OC